3-methoxy-10-(trifluoromethyl)-3,4-dihydro-2H,6H-[1,4]thiazepino[2,3,4-ii]quinazolin-6-one COC1CN2C(N=CC3=CC(=CC(=C23)SC1)C(F)(F)F)=O